C(C)(C)(C)OOC(C)(C)C1=CC=C(C=C1)C(C)(C)OOC(C)(C)C α,α'-bis(t-butyl-peroxy)-p-diisopropylbenzene